[Gd+3].C(C)(=O)O acetic acid gadolinium (III)